((4-Methyl-2-(((1S*,2S*)-2-vinylcyclopentyl)oxy)phenyl)sulfonyl)-L-proline CC1=CC(=C(C=C1)S(=O)(=O)N1[C@@H](CCC1)C(=O)O)O[C@@H]1[C@@H](CCC1)C=C |o1:19,20|